ClC1=C(C(=O)N2COC3=C(C2)C=CC=C3C3=CC(=C(C(=O)O)C=C3F)N3C2COCC3CC2)C(=CC(=C1)O[C@H]1COCC1)Cl 4-[3-[2,6-Dichloro-4-[(3R)-oxolan-3-yl]oxybenzoyl]-2,4-dihydro-1,3-benzoxazin-8-yl]-5-fluoro-2-(3-oxa-8-azabicyclo[3.2.1]octan-8-yl)benzoic acid